7-{7-[(3S,4S)-3-fluoro-2,2,6,6-tetramethylpiperidin-4-yl]-6,7-dihydro-5H-pyrrolo[2,3-c]pyridazin-3-yl}quinolin-6-ol F[C@@H]1C(NC(C[C@@H]1N1CCC2=C1N=NC(=C2)C2=C(C=C1C=CC=NC1=C2)O)(C)C)(C)C